C(C)(C)(C)C1=C(CN(C)C)C=C(C(=C1)O)C(C)(C)C 2,5-di-t-butyl-4-hydroxybenzyl-dimethylamine